2,6-Di-t-Butyl-Cresol ethyl-3-[(4S)-4-[2-[2-fluoro-5-[(4,6,7-trifluoro-1H-indol-5-yl)oxy]phenyl]-1H-imidazol-4-yl]-4-methyl-chroman-8-yl]propanoate C(C)C(C(=O)OC1=C(C=CCC1(C)C(C)(C)C)C(C)(C)C)CC=1C=CC=C2[C@@](CCOC12)(C)C=1N=C(NC1)C1=C(C=CC(=C1)OC=1C(=C2C=CNC2=C(C1F)F)F)F